N-[(1S)-1-(hydrazinecarbonyl)-3-methyl-butyl]-1H-indole-2-carboxamide N(N)C(=O)[C@H](CC(C)C)NC(=O)C=1NC2=CC=CC=C2C1